5-(4-aminophenyl)-2,2-dimethyl-1-(1H-1,2,4-triazol-1-ylmethyl)cyclopentanol NC1=CC=C(C=C1)C1CCC(C1(O)CN1N=CN=C1)(C)C